4-bromo-3-chloro-2-methylaniline BrC1=C(C(=C(N)C=C1)C)Cl